(2S,3S,4S,5R)-3-(4-fluoro-2-methylphenyl)-4,5-dimethyl-5-(trifluoromethyl)tetrahydrofuran-2-carboxylic acid ethyl ester C(C)OC(=O)[C@H]1O[C@]([C@H]([C@H]1C1=C(C=C(C=C1)F)C)C)(C(F)(F)F)C